3-methyloct-5-en-1-yl acetate C(C)(=O)OCCC(CC=CCC)C